ClC=1C2=C(N(C(C1)=O)CCOC)N(N=C2)C2=C(C=C(C=C2)F)F 4-chloro-1-(2,4-difluorophenyl)-7-(2-methoxyethyl)pyrazolo[3,4-b]pyridin-6-one